(S)-6-{2-Amino-2-[3-(benzo[d]isoxazol-3-yl)pyridine-2-yl]ethyl}-5-methylpyridin-2-carbonitrile hydrochloride Cl.N[C@@H](CC1=C(C=CC(=N1)C#N)C)C1=NC=CC=C1C1=NOC2=C1C=CC=C2